N[C@H]1[C@@H](OCCC1)C1=C(C2=NC(=CC(=C2S1)NCC1=C(C=CC=C1)F)Cl)Cl 2-((2R,3R)-3-aminotetrahydro-2H-pyran-2-yl)-3,5-dichloro-N-(2-fluorobenzyl)thieno[3,2-b]pyridin-7-amine